4-{[1-(cyanoacetyl)-4-methylpiperidin-4-yl]methoxy}-6-(propan-2-yloxy)quinoline-7-carboxamide C(#N)CC(=O)N1CCC(CC1)(C)COC1=CC=NC2=CC(=C(C=C12)OC(C)C)C(=O)N